methyl (5-oxo-2,5-dihydrofuran-2-yl) succinate C(CCC(=O)OC1OC(C=C1)=O)(=O)OC